N-(3-(1-(mesitylimino)ethyl)phenyl)-1,1-diphenyl-phosphanamine C1(=C(C(=CC(=C1)C)C)N=C(C)C=1C=C(C=CC1)NP(C1=CC=CC=C1)C1=CC=CC=C1)C